FC(C(=O)O)(F)F.C1(CC1)C1=C(C(=NO1)C1=C(C=CC=C1Cl)Cl)COC1C2C(NC(C1)C2)CC 5-[[5-cyclopropyl-3-(2,6-dichlorophenyl)-1,2-oxazol-4-yl]methoxy]-3-ethyl-2-azabicyclo[2.2.1]heptane trifluoroacetate